2-(7-(5-hydroxypentyl)-2,7-diazaspiro[3.5]-nonan-2-yl)propane-1,3-diyl bis(2-heptylnonanoate) C(CCCCCC)C(C(=O)OCC(COC(C(CCCCCCC)CCCCCCC)=O)N1CC2(C1)CCN(CC2)CCCCCO)CCCCCCC